NC1=NC=C(C=N1)C=1C=C(C=CC1)[C@H](C)N1C(N=CC=C1C1=CC2=C(N=CS2)C=C1)C N-[(1S)-1-[3-(2-aminopyrimidin-5-yl)phenyl]ethyl]-6-(1,3-benzothiazol-6-yl)-2-methylpyrimidin